BrC=1C(=C(C(=C(N(CC2=CC=C(C=C2)OC)CC2=CC=C(C=C2)OC)C1)F)F)C(F)(F)F 5-bromo-2,3-difluoro-N,N-bis(4-methoxybenzyl)-4-(trifluoromethyl)-aniline